N-(4-aminophenyl)carbazole NC1=CC=C(C=C1)N1C2=CC=CC=C2C=2C=CC=CC12